5-(4-chloro-2-fluorophenyl)-2,3-dimethyl-7-((2S)-2-(1-(2-propyl)-1H-pyrazol-4-yl)-4-morpholinyl)pyrido[4,3-d]pyrimidin-4(3H)-one ClC1=CC(=C(C=C1)C1=NC(=CC=2N=C(N(C(C21)=O)C)C)N2C[C@@H](OCC2)C=2C=NN(C2)C(C)C)F